tert-butyl 4-[5-chloro-7-(trifluoromethanesulfonyloxy)-1,8-naphthyridin-3-yl]-2-methylpiperazine-1-carboxylate ClC1=C2C=C(C=NC2=NC(=C1)OS(=O)(=O)C(F)(F)F)N1CC(N(CC1)C(=O)OC(C)(C)C)C